BrC=1C=C2C=CN(C(C2=CC1F)=O)CC(C[C@H](C)OCC1=CC=C(C=C1)OC)OCOC 6-bromo-7-fluoro-2-[(4s)-2-(methoxymethoxy)-4-[(4-methoxyphenyl)methoxy]pentyl]isoquinolin-1-one